methyl 3-(tetrahydro-2H-pyran-4-yl)-4-(trifluoromethyl)isothiazole-5-carboxylate O1CCC(CC1)C1=NSC(=C1C(F)(F)F)C(=O)OC